BrC1=C(C(=O)OCC)C(=CC=C1)OC ethyl 2-bromo-6-methoxybenzoate